COC(NS(=O)(=O)C1=C(N=C(S1)CC(C)C)C1=CC=C(C=C1)CN1C(=NC=C1)C(C)(C)C)=O ((4-(4-((2-(tert-butyl)-1H-imidazol-1-yl)methyl)phenyl)-2-isobutylthiazol-5-yl)sulfonyl)carbamic acid methyl ester